(5-(5,7-dihydroxy-4-oxochroman-2-yl)-2-hydroxyphenoxy)methyl isopropyl carbonate C(OCOC1=C(C=CC(=C1)C1OC2=CC(=CC(=C2C(C1)=O)O)O)O)(OC(C)C)=O